ClC1=C(C=CC(=C1)F)C=1CCCC2=C(C1C1=CC=C(C=C1)CC1CN(C1)CCCF)C=C(C(=C2F)C(=O)O)F 8-(2-chloro-4-fluorophenyl)-2,4-difluoro-9-(4-((1-(3-fluoropropyl)azetidin-3-yl)methyl)phenyl)-6,7-dihydro-5H-benzo[7]annulene-3-carboxylic acid